C1(CCCCC1)CC#CC1=CN=CC=2[C@H]3N(C[C@@H](OC21)C3)C(C(C(F)F)(C)C)=O 1-((2S,5S)-9-(3-cyclohexylprop-1-yn-1-yl)-2,3-dihydro-2,5-methanopyrido[3,4-f][1,4]oxazepin-4(5H)-yl)-3,3-difluoro-2,2-dimethylpropan-1-one